OC(C)(C)C1=NC(=NO1)N[C@@H]1C[C@H](CC1)NC1=CC=C(C=N1)N1N=CC=CC1=O 2-(6-(((1S,3S)-3-((5-(2-hydroxypropan-2-yl)-1,2,4-oxadiazol-3-yl)amino)cyclopentyl)amino)pyridin-3-yl)pyridazin-3(2H)-one